ClC[C@H](COC1=C(C=C(C=C1Cl)C(C)(C)C1=CC=C(C=C1)OC[C@H](CF)O)Cl)O (S)-1-chloro-3-(2,6-dichloro-4-(2-(4-((R)-3-fluoro-2-hydroxypropoxy)phenyl)propan-2-yl)phenoxy)propan-2-ol